diethyl 1-[2-(3,4-dihydro-2H-chromen-2-yl)-2-oxoethyl]-1H-pyrazole-3,5-dicarboxylate O1C(CCC2=CC=CC=C12)C(CN1N=C(C=C1C(=O)OCC)C(=O)OCC)=O